(Z)-6-((2,6-dimethoxybenzyl)sulfonyl)-2-(2,4,6-trimethoxybenzylidene)-2H-benzo[b][1,4]thiazin-3(4H)-one COC1=C(CS(=O)(=O)C2=CC3=C(S\C(\C(N3)=O)=C/C3=C(C=C(C=C3OC)OC)OC)C=C2)C(=CC=C1)OC